3,3-dimethyl-7-{1-[(3S)-3-methylpiperidin-1-yl]ethyl}-2H-furo[3,2-b]pyridine-5-carboxylic acid CC1(COC=2C1=NC(=CC2C(C)N2C[C@H](CCC2)C)C(=O)O)C